2-[(3-chloro-5-fluoro-pyridine-4-carbonyl)amino]-4-[2-ethoxyethyl-[4-(5,6,7,8-tetrahydro-1,8-naphthyridin-2-yl)butyl]amino]butanoic acid ClC=1C=NC=C(C1C(=O)NC(C(=O)O)CCN(CCCCC1=NC=2NCCCC2C=C1)CCOCC)F